(E)-N-(4-(3-(hydroxyamino)-3-oxoprop-1-en-1-yl)benzyl)-4-methoxyquinoline-2-carboxamide ONC(/C=C/C1=CC=C(CNC(=O)C2=NC3=CC=CC=C3C(=C2)OC)C=C1)=O